O=C1N(C(C2=CC=CC=C12)=O)[C@H]1CN(CC[C@H]1O)C(=O)OC(C)(C)C tert-butyl (3S,4R)-3-(1,3-dioxoisoindolin-2-yl)-4-hydroxypiperidine-1-carboxylate